BrC=1C=C(C=CC1)C1=NC2=CC=CC=C2C(=N1)C1=CC=CC=2C3=CC=CC=C3NC12 2-(3-bromophenyl)-4-carbazolyl-quinazoline